C1(CC1)C=1C(=NSC1C(=O)NC1=CC(=NC=C1)C(F)(F)F)C=1C=NN(C1C)C 4-cyclopropyl-3-(1,5-dimethyl-1H-pyrazol-4-yl)-N-(2-(trifluoromethyl)pyridin-4-yl)isothiazole-5-carboxamide